trimethylolpropane-tris[3-(2-methylaziridinyl) propionate] CC1N(C1)CCC(=O)O.CC1N(C1)CCC(=O)O.CC1N(C1)CCC(=O)O.C(O)C(CC)(CO)CO